N-(5-chloropyridin-2-yl)benzamidine ClC=1C=CC(=NC1)NC(C1=CC=CC=C1)=N